trans-2-(5-phenylthiophen-2-yl)cyclopropylamine C1(=CC=CC=C1)C1=CC=C(S1)[C@H]1[C@@H](C1)N